6-chloro-2-[(2-nitrophenyl)-methyl]-4H-3,1-benzoxazin-4-one ClC=1C=CC2=C(C(OC(=N2)CC2=C(C=CC=C2)[N+](=O)[O-])=O)C1